C(C)(C)(C)OC(=O)N1[C@@H](CCC1)C=1C=C(C=C2CCN(CC12)C(=O)C1=NN(C=C1)C)C=1C=C2C(=NC1)NC=C2C (S)-2-(2-(1-methyl-1H-pyrazole-3-carbonyl)-6-(3-methyl-1H-pyrrolo[2,3-b]pyridine-5-yl)-1,2,3,4-tetrahydroisoquinolin-8-yl)pyrrolidine-1-carboxylic acid tert-butyl ester